N-(1-(3,4-dichlorophenyl)-2-(dimethylamino)ethyl)-4-(trifluoromethoxy)benzenesulfonimidamide ClC=1C=C(C=CC1Cl)C(CN(C)C)NS(=O)(=N)C1=CC=C(C=C1)OC(F)(F)F